C(C)S(=O)(=O)C1=C(N=C2N1CCCC2)C2=NC1=C(C(=NC(=C1)C(F)(F)F)C)N2C 2-(3-ethylsulfonyl-5,6,7,8-tetrahydroimidazo[1,2-a]pyridin-2-yl)-3,4-dimethyl-6-(trifluoromethyl)imidazo[4,5-c]pyridine